4-Octadecyloxy-3-methoxybenzoic acid propyl ester C(CC)OC(C1=CC(=C(C=C1)OCCCCCCCCCCCCCCCCCC)OC)=O